CC(C)(C)S(=O)(=O)C1=CC=C(C=C1)S(=O)(=O)N 4-(2-methylpropane-2-sulfonyl)benzene-1-sulfonamide